(6S,9R)-4-chloro-1-fluoro-10-(4-methoxyphenyl)-6,7,8,9-tetrahydro-5H-6,9-epiminocyclohepta[c]pyridine ClC=1C2=C(C(=NC1)F)[C@H]1CC[C@@H](C2)N1C1=CC=C(C=C1)OC